ClC=1C=C(C=CC1)[C@@H]1[C@H](C1)C(=O)NC1=CC(=NC=N1)NCC=1N=C2N(C=C(C=C2CCC(=O)O)C2CC2)C1 |r| rac-3-(2-(((6-((1S*,2S*)-2-(3-chlorophenyl)cyclopropane-1-carboxamido)pyrimidin-4-yl)amino)methyl)-6-cyclopropylimidazo[1,2-a]pyridin-8-yl)propanoic acid